((2-(2,6-Dioxopiperidin-3-yl)-1-oxoisoindolin-5-yl)oxy)valeraldehyde O=C1NC(CCC1N1C(C2=CC=C(C=C2C1)OC(C=O)CCC)=O)=O